FC1CC(C1)(C1=NC=CC=C1F)CNC1=NC=C(C=N1)C=1C(=C(C(=O)N)C=CC1)O 3-[2-({[3-fluoro-1-(3-fluoro(2-pyridyl))cyclobutyl]methyl}amino)pyrimidin-5-yl]-2-hydroxybenzamide